BrCC(C#N)(C(F)(F)F)O 2-(bromomethyl)-3,3,3-trifluoro-2-hydroxypropionitrile